C(C)OC1=CN=CC(=N1)C=1C=CC(=NC1)C(=O)N1[C@H](CCC1)C1=NC(=NC=C1)NS(=O)(=O)C1CC1 N-[4-[(2R)-1-[5-(6-ethoxypyrazin-2-yl)pyridine-2-carbonyl]pyrrolidin-2-yl]pyrimidin-2-yl]cyclopropanesulfonamide